4-[2-(difluoromethyl)-5-fluorobenzamido]-3-fluorobenzoic acid FC(C1=C(C(=O)NC2=C(C=C(C(=O)O)C=C2)F)C=C(C=C1)F)F